5-([1,2,4]triazolo[1,5-a]pyridin-6-yl)-1-(6-methylpyridin-2-yl)-N-phenyl-1H-pyrazole-3-carboxyamide N=1C=NN2C1C=CC(=C2)C2=CC(=NN2C2=NC(=CC=C2)C)CC(=O)NC2=CC=CC=C2